2-(1-methyl-1H-pyrazol-4-yl)morpholine HCl salt Cl.CN1N=CC(=C1)C1CNCCO1